NC1C(C(C1(C)C)OC1=CC(=C(C=C1)C#N)C#N)(C)C 4-((1r,3r)-3-amino-2,2,4,4-tetramethylcyclobutoxy)-1,2-dicyanobenzene